1-[(4-Methyl-3-pyridyl)methyl]-6-[3-(trifluoromethyl)phenyl]pyrazolo[4,3-b]pyridine trifluoroacetate Salt FC(C(=O)O)(F)F.CC1=C(C=NC=C1)CN1N=CC2=NC=C(C=C21)C2=CC(=CC=C2)C(F)(F)F